[(2S,6R)-6-(propan-2-yl)morpholin-2-yl]methanol CC(C)[C@H]1O[C@@H](CNC1)CO